C(C)(C)(C)OC(=O)NCC1=CC(=C(C(=O)OC)C=C1)C methyl 4-(((tert-butoxycarbonyl)amino)methyl)-2-methylbenzoate